N-(2-methoxy)ethyl-propylamide COCC[N-]CCC